2-fluoro-3-(3-bromophenyl)acrylic acid FC(C(=O)O)=CC1=CC(=CC=C1)Br